2-(9,9-di(pyridin-3-yl)-9H-fluoren-2-yl)-9-phenyl-1,10-phenanthroline N1=CC(=CC=C1)C1(C2=CC=CC=C2C=2C=CC(=CC12)C1=NC2=C3N=C(C=CC3=CC=C2C=C1)C1=CC=CC=C1)C=1C=NC=CC1